4-[[3-(3-fluoro-4-methoxyphenyl)imidazo[1,2-a]pyrazin-8-yl]amino]-N,2-dimethyl-N-(3-pyridylmethyl)benzamide FC=1C=C(C=CC1OC)C1=CN=C2N1C=CN=C2NC2=CC(=C(C(=O)N(CC=1C=NC=CC1)C)C=C2)C